3-((2-Tert-butoxy-2-oxoethyl)amino)benzo[e][1,2,4]triazine-1-oxide C(C)(C)(C)OC(CNC=1N=[N+](C2=C(N1)C=CC=C2)[O-])=O